2-bromoethyl-sulfonate BrCCS(=O)(=O)[O-]